CC1=C(C=C(C=C1)S(=O)(=O)N)C1=CC=C(C=C1)C=1C(=NNC1C)C1=CC=NC=C1 4-methyl-3-[4-[5-methyl-3-(4-pyridyl)-1H-pyrazol-4-yl]phenyl]benzenesulfonamide